bis(dimethylphenoxy)phenol CC=1C(=C(OC=2C(=C(C=CC2)O)OC2=C(C(=CC=C2)C)C)C=CC1)C